(Z)-5-bromoquinazoline-8-carbaldehyde oxime BrC1=C2C=NC=NC2=C(C=C1)\C=N/O